4-cyclopropyl-7-[(3R)-1-methyl-3-piperidyl]imidazo[4,5-c]pyridazin C1(CC1)C=1C2=C(N=NC1)N(C=N2)[C@H]2CN(CCC2)C